stannous oxide tin [Sn].[Sn]=O